(R)-2-((5-nitropyridin-2-yl)disulfanyl)propan [N+](=O)([O-])C=1C=CC(=NC1)SSC(C)C